methyl 2-(4-(N,N-bis(4-methoxybenzyl)sulfamoyl)-3,5-dimethyl-1H-pyrazol-1-yl)-2-methylpropanoate COC1=CC=C(CN(S(=O)(=O)C=2C(=NN(C2C)C(C(=O)OC)(C)C)C)CC2=CC=C(C=C2)OC)C=C1